BrC1=C(C(=C(C=C1)C(C)(C)O)CO)C 2-(4-bromo-2-(hydroxymethyl)-3-methylphenyl)propan-2-ol